3,5-dimethylcyclohexan-1-one O-isobutyryl oxime C(C(C)C)(=O)ON=C1CC(CC(C1)C)C